C1(CCCC1)N1C2=C(N(C(C(C1)(F)F)=O)C)C=NC(=N2)NC2=CC(=C(C(=O)O)C=C2OC)F 4-((9-cyclopentyl-7,7-difluoro-5-methyl-6-oxo-6,7,8,9-tetrahydro-5H-pyrimido[4,5-b][1,4]diazepin-2-yl)amino)-2-fluoro-5-methoxybenzoic acid